FC=1C(=NN(C1N(C)CC1=CC=C(C=C1)F)C(C1=C(C=CC=C1)OC)=O)C1C(N(CC1)S(=O)(=O)N1CCCC1)C(F)(F)F 4-fluoro-N-[(4-fluorophenyl)methyl]-1-(2-methoxybenzoyl)-N-methyl-3-[1-(pyrrolidine-1-sulfonyl)-2-(trifluoromethyl)pyrrolidin-3-yl]-1H-pyrazol-5-amine